1-(3-chloropyridin-2-yl)-N-[4-cyano-2-methyl-6-(methylcarbamoyl)phenyl]-3-[(5-(trifluoromethyl)-2H-tetrazol-2-yl)methyl]-1H-pyrazol-5-carboxamide ClC=1C(=NC=CC1)N1N=C(C=C1C(=O)NC1=C(C=C(C=C1C(NC)=O)C#N)C)CN1N=C(N=N1)C(F)(F)F